FC1CN(CCC1N(C(OC(C)(C)C)=O)C)C1=C(C=CC=2N(C(N(C21)C)=O)C2C(N(C(CC2)=O)CC2=CC=C(C=C2)OC)=O)OC tert-butyl N-[3-fluoro-1-[5-methoxy-1-[1-[(4-methoxyphenyl) methyl]-2,6-dioxo-3-piperidinyl]-3-methyl-2-oxo-benzimidazol-4-yl]-4-piperidinyl]-N-methyl-carbamate